ClC1=CC=C(C=C1)C=1C=C2C(=NC1)NC=C2C(=O)C=2C(=C(C(=CC2)F)NS(=O)(=O)CCC(F)(F)F)F N-(3-(5-(4-chlorophenyl)-1H-pyrrolo[2,3-b]pyridine-3-carbonyl)-2,6-difluorophenyl)-3,3,3-trifluoropropane-1-sulfonamide